C(C)C1=CC=C(\C=C/2\C(CCC2)=O)C=C1 2-(E)-(4-ethylbenzylidene)-1-cyclopentanone